1-(3-aminopropyl)-4-{6-[(tertbutyldimethylsilyl)oxy]-3-{[(E)-(phenylmethylidene)amino]oxy}hexyl}piperazin-2-one NCCCN1C(CN(CC1)CCC(CCCO[Si](C)(C)C(C)(C)C)O/N=C/C1=CC=CC=C1)=O